CC([C@@H](C)OC(COC(=O)C1CC1)(C)C)=CC(C)C |r| cyclopropanecarboxylic acid (+-)-2-[(3,5-dimethyl-3-hexen-2-yl) oxy]-2-methylpropyl ester